BrC=1C(=NC(N([C@H]2[C@H](O)[C@H](O)[C@@H](CO)O2)C1)=O)N 5-bromocytidine